S1(CCC=CC1)(=O)=O 3,6-dihydro-2H-1lambda6-thiopyran-1,1-dione